Tert-Butyl (trans-2R*,3R*)-2-(((2-((S)-benzamido(cyclohexyl)methyl)imidazo[1,2-b]pyridazin-7-yl) methyl)carbamoyl)-3-(trifluoromethyl)piperidine-1-carboxylate C(C1=CC=CC=C1)(=O)N[C@H](C=1N=C2N(N=CC(=C2)CNC(=O)[C@@H]2N(CCC[C@H]2C(F)(F)F)C(=O)OC(C)(C)C)C1)C1CCCCC1 |o1:22,27|